BrC1=CC=CC(=N1)C1=NOC(=C1)[C@]1(C(N(CC1(F)F)C)=O)O (R)-3-(3-(6-bromopyridin-2-yl)isoxazol-5-yl)-4,4-difluoro-3-hydroxy-1-methylpyrrolidin-2-one